3-methyl-4-(2,6,6-trimethylcyclohex-2-en-1-yl)but-3-en CC(CC)=CC1C(=CCCC1(C)C)C